C(C1=CC=CC=C1)OC(=O)N1C[C@H](CCC1)N (3S)-3-aminopiperidine-1-carboxylic acid benzyl ester